N-[2-bromo-6-[(3-formyl-2-pyridyl)thio]benzyl]carbamic acid 9H-fluoren-9-ylmethyl ester C1=CC=CC=2C3=CC=CC=C3C(C12)COC(NCC1=C(C=CC=C1SC1=NC=CC=C1C=O)Br)=O